OC1=C(C2=CC=CC=C2C=C1)C=NNC(=O)C1=CC(=C2C=CC=C(C=C12)C(C)C)C N'-((2-hydroxynaphthalen-1-yl)methylen)-7-isopropyl-3-methylazulene-1-carbohydrazide